FC(F)(F)C1C(=O)OC(C1)=O Trifluoromethylsuccinic anhydride